Hexafluorophosphat F[P-](F)(F)(F)(F)F